N-((2S,3R)-3-hydroxy-1-(((R)-3-methyl-1-((1R,7R)-11-methyl-2,6-dioxo-3,5-dioxa-11-aza-4-borabicyclo[5.3.1]undecan-4-yl)butyl)amino)-1-oxobutan-2-yl)-6-phenylpicolinamide O[C@@H]([C@@H](C(=O)N[C@@H](CC(C)C)B1OC([C@H]2CCC[C@H](C(O1)=O)N2C)=O)NC(C2=NC(=CC=C2)C2=CC=CC=C2)=O)C